ClC1=CC=C(CN2C(CC[C@@]3([C@@H]4[C@@H](CC=C23)[C@@H]2CCC([C@]2(CC4)C)=O)C)=O)C=C1 (4aR,4bS,6aS,9aS,9bR)-1-(4-chlorobenzyl)-4a,6a-dimethyl-3,4,4a,4b,5,6,6a,8,9,9a,9b,10-dodecahydro-1H-indeno[5,4-f]quinoline-2,7-dione